(-)-(S)-N-(2,6-dimethylphenyl)-1-N-propylpiperidine-2-carboxamide CC1=C(C(=CC=C1)C)NC(=O)[C@H]1N(CCCC1)CCC